ClC1=C(C(=NC(=N1)SCCC)NCC1=CC=C(C=C1)C)N 6-chloro-2-propylsulfanyl-N4-(p-tolylmethyl)pyrimidine-4,5-diamine